CC(CCC)CCCC(CCCC(C)C)C 4,8,12-trimethyltridecane